(+)-3-(2-chloro-3-methylanilino)-2-{3-[(3,3-dimethyloxetan-2-yl)methoxy]pyridin-4-yl}-1,5,6,7-tetrahydro-4H-pyrrolo[3,2-c]pyridin-4-one ClC1=C(NC2=C(NC3=C2C(NCC3)=O)C3=C(C=NC=C3)OCC3OCC3(C)C)C=CC=C1C